Cl.N1=CN=C2NC=NC2=C1N1C[C@@H](CCC1)NC(C=C)=O (R)-N-(1-(9H-purin-6-yl)piperidin-3-yl)acrylamide hydrochloride